tetramethyl-pentanediol CC(C(C(O)(O)C)(C)C)CC